1-oxo-5,8,11-trioxa-2-azatetradecan-14-oic Acid O=CNCCOCCOCCOCCC(=O)O